6-((2-(2,6-dioxopiperidin-3-yl)-1,3-dioxoisoindolin-4-yl)amino)hexanamide 1-Ethoxy-3-methyl-1-oxobut-3-en-2-yl-5-[2-chloro-4-(trifluoromethyl)phenoxy]-2-nitrobenzoat C(C)OC(C(C(=C)C)OC(C1=C(C=CC(=C1)OC1=C(C=C(C=C1)C(F)(F)F)Cl)[N+](=O)[O-])=O)=O.O=C1NC(CCC1N1C(C2=CC=CC(=C2C1=O)NCCCCCC(=O)N)=O)=O